1-((3S,4R)-4-(3,4-difluorophenyl)-1-(2-methoxyethyl)pyrrolidin-3-yl)-3-(4-chloro-1-phenyl-3-((R)-pyrrolidin-2-yl)-1H-pyrazol-5-yl)urea dihydrochloride Cl.Cl.FC=1C=C(C=CC1F)[C@H]1[C@@H](CN(C1)CCOC)NC(=O)NC1=C(C(=NN1C1=CC=CC=C1)[C@@H]1NCCC1)Cl